FC1=CC=C(C=C1)N1N=CC2=CC(=C(C=C12)C)N1CC(CC1)S(=O)(=O)N(C=1C=NN(C1)CCC)C 1-(1-(4-fluorophenyl)-6-methyl-1H-indazol-5-yl)-N-methyl-N-(1-propyl-1H-pyrazol-4-yl)pyrrolidine-3-sulfonamide